dimethylphenyl-glyoxime CON=CC(=NOC)C1=CC=CC=C1